(1E)-2-(3-methoxy-2,6-dimethylphenyl)diazepine COC=1C(=C(C(=CC1)C)N1\N=C\C=CC=C1)C